OC1CCN(CC1)C1=C(C=C(C=C1)C(F)(F)F)NC(=O)C=1OC(=CC1)C1=CC=NC=C1 N-(2-(4-hydroxypiperidin-1-yl)-5-(trifluoromethyl)-phenyl)-5-(pyridin-4-yl)furan-2-carboxamide